1-[1-(5-bromo-1,3-benzothiazol-2-yl)cyclopropyl]-N,N-dimethyl-methanamine BrC=1C=CC2=C(N=C(S2)C2(CC2)CN(C)C)C1